5-fluoro-2-methoxypyridin-3-ylboronic acid FC=1C=C(C(=NC1)OC)B(O)O